3-(5-(difluoromethyl)-1,3,4-thiadiazol-2-yl)-8-((3R,5S)-3-(methoxymethyl)-5-methylpiperazin-1-yl)-N-(3-methyloxetane-3-yl)imidazo[1,5-a]pyridine-6-sulfonamide FC(C1=NN=C(S1)C1=NC=C2N1C=C(C=C2N2C[C@@H](N[C@H](C2)C)COC)S(=O)(=O)NC2(COC2)C)F